3,5-diamino-1,2,4-triazolate NC1(N=NC(=N1)N)C(=O)[O-]